NC=1C=C(C(=NC1)C#N)C(F)(F)F 5-amino-3-(trifluoromethyl)-2-pyridine-carbonitrile